(S)-(4-((4-(3-((2-(1-hydroxy-ethyl)-1H-imidazol-1-yl)methyl) isoxazol-5-yl)phenyl)ethynyl) benzyl)glycinate O[C@@H](C)C=1N(C=CN1)CC1=NOC(=C1)C1=CC=C(C=C1)C#CC1=CC=C(CNCC(=O)[O-])C=C1